N-[4-(2-pyridyl)phenyl]-3-[6-(trifluoromethyl)-1H-benzo[d]imidazol-2-yl]aniline N1=C(C=CC=C1)C1=CC=C(C=C1)NC1=CC(=CC=C1)C1=NC2=C(N1)C=C(C=C2)C(F)(F)F